C(CC(C)C)N1[C@@H](CCCC1)C1=NC(=NO1)CCCC1=CC=CC=C1 (S)-5-(1-Isopentylpiperidin-2-yl)-3-(3-phenylpropyl)-1,2,4-oxadiazole